(R)-5-(4-((2-bromothiazol-5-yl)methyl)morpholin-2-yl)-4-methylisobenzofuran-1(3H)-one BrC=1SC(=CN1)CN1C[C@H](OCC1)C=1C(=C2COC(C2=CC1)=O)C